1-(6-((4-hydroxypiperidin-1-yl)methyl)-4-((1-(3,4,5-trimethoxyphenyl)-1H-imidazol-4-yl)amino)thieno[2,3-d]pyrimidin-2-yl)pyrrolidine-2-carboxamide OC1CCN(CC1)CC1=CC2=C(N=C(N=C2NC=2N=CN(C2)C2=CC(=C(C(=C2)OC)OC)OC)N2C(CCC2)C(=O)N)S1